CC(=CC=CC(C)=O)CCC=C(C)C 6,10-dimethylundecane-3,5,9-trien-2-one